FC1=CC=C(C=C1)N1CCN(CC1)C(C(=O)O)C1=CC=CC=C1 2-(4-(4-fluorophenyl)piperazin-1-yl)-2-phenylacetic acid